N1(N=CN=C1)CCNC=1C(=CC=C(C1)NC1=CC=CC=C1)C1=C(C=CC=C1)OC N2-(2-(1H-1,2,4-triazol-1-yl)ethyl)-2'-methoxy-N4-phenylbiphenyl-2,4-diamine